phenyloctynedicarboxylic acid C1(=CC=CC=C1)C(C#CCCCCC)(C(=O)O)C(=O)O